ClC1=NC(=NC(=N1)Cl)N1C[C@@](CCC1)(O)C (3R)-1-(4,6-dichloro-1,3,5-triazin-2-yl)-3-methyl-piperidin-3-ol